C1(CC1)CN1C(N(C(C1=O)=O)CC1=NC(=NO1)CC(=O)N(C1=C(C=CC=C1)OC)CCOCCO)=O 2-(5-((3-(cyclopropylmethyl)-2,4,5-trioxoimidazolidin-1-yl)methyl)-1,2,4-oxadiazol-3-yl)-N-(2-(2-hydroxyethoxy)ethyl)-N-(2-methoxyphenyl)acetamide